NC1=NC=CC=C1C1=NC=2C(=NC(=CC2)C2=CC=CC=C2)N1C1=CC=C(CN2C[C@@H](N([C@@H](C2)C)C2=CC(=NC=N2)C#N)C)C=C1 6-((2S,6R)-4-(4-(2-(2-Aminopyridin-3-yl)-5-phenyl-3H-imidazo[4,5-b]pyridin-3-yl)benzyl)-2,6-dimethylpiperazin-1-yl)pyrimidine-4-carbonitrile